mono-n-butyl-dipropylmalonic acid C(CCC)C(CC)C(C(=O)O)(C(=O)O)CCC